FC1=CC=C(OC=2C=CC=CC2)C=C1 3-(4-fluorophenoxy)benzene